ClC=1N=C(C2=C(N1)C=NN2C)N2CC1=C(CC2)N(N=C1C)CC12CCC(CC1)(CC2)N 4-((5-(5-chloro-1-methyl-1H-pyrazolo[4,3-d]pyrimidin-7-yl)-3-methyl-4,5,6,7-tetrahydro-1H-pyrazolo[4,3-c]pyridin-1-yl)methyl)bicyclo[2.2.2]octan-1-amine